ClC1=C(N=C(S1)NC(=O)C=1C=NN(C1C(F)(F)F)C1=C2C=CNC(C2=CC=C1)=C=O)C=1NNC(N1)=C=O N-(5-chloro-4-(5-carbonyl-2,5-dihydro-1H-1,2,4-triazol-3-yl)thiazol-2-yl)-1-(1-carbonyl-1,2-dihydroisoquinolin-5-yl)-5-(trifluoromethyl)-1H-pyrazole-4-carboxamide